3-methyl-4-((4-methylbenzamido)methyl)phenylboronic acid CC=1C=C(C=CC1CNC(C1=CC=C(C=C1)C)=O)B(O)O